C(C)(=O)OC(CC(=O)[O-])(CC(=O)[O-])C(=O)[O-] 2-acetoxypropane-1,2,3-tricarboxylate